C(C1=CC=CC=C1)(=O)C1=C(C=2C(C(=C(OC2C=C1O)C1=CC(O)=C(O)C=C1)O)=O)O benzoyl-quercetin